O=C1N(CC2=CC(=CC=C12)C1=CC=C(C=2N1C=NC2)CN2CCCC2)C2C(NC(CC2)=O)=O 3-(1-oxo-5-(8-(pyrrolidin-1-ylmethyl)imidazo[1,5-a]pyridin-5-yl)isoindolin-2-yl)piperidine-2,6-dione